COC(C(C(=O)OC)C1=CC=C(C=C1)C1(CC1)C(F)(F)F)=O (4-(1-(trifluoromethyl)cyclopropyl)phenyl)malonic acid dimethyl ester